FC(C=1C=C(C=CC1)N1CCN(CC1)C(CC)=O)(F)F 1-(4-(3-(trifluoromethyl)phenyl)piperazin-1-yl)propan-1-one